C(#N)C1=NC(=CC=C1)C 2-cyano-6-picoline